ethyl (2-acetyl-4-bromo-6-methylphenyl)carbamate C(C)(=O)C1=C(C(=CC(=C1)Br)C)NC(OCC)=O